tert-butyl ((1S)-1-(4-(1-(difluoromethyl)-4-(2-methylbut-3-enamido)-1H-pyrazol-5-yl)pyridin-2-yl)but-3-en-1-yl)carbamate FC(N1N=CC(=C1C1=CC(=NC=C1)[C@H](CC=C)NC(OC(C)(C)C)=O)NC(C(C=C)C)=O)F